4-chloro-N-methyl-N-(4-methyl-1H-pyrazol-3-yl)butanamide ClCCCC(=O)N(C1=NNC=C1C)C